(R)-4-(6-chloro-2-(1H-pyrrolo[2,3-b]pyridin-4-yl)pyrido[3,4-d]pyrimidin-4-yl)-3-methylmorpholine ClC1=CC2=C(N=C(N=C2N2[C@@H](COCC2)C)C2=C3C(=NC=C2)NC=C3)C=N1